(R)-2-oxo-[1,3'-bipiperidine]-1'-carboxylic acid tert-butyl ester C(C)(C)(C)OC(=O)N1C[C@@H](CCC1)N1C(CCCC1)=O